N-(6-(4-(5-isopropoxy-4-(trifluoromethyl)pyridin-2-yl)thiazol-2-ylamino)-5-(trifluoromethyl)pyridin-3-yl)-N-methylacetamide C(C)(C)OC=1C(=CC(=NC1)C=1N=C(SC1)NC1=C(C=C(C=N1)N(C(C)=O)C)C(F)(F)F)C(F)(F)F